C(C1=CC=CC=C1)O[C@H]1[C@@H](C(O[C@@H]1COCC1=CC=CC=C1)=O)F (3S,4R,5R)-4-(benzyloxy)-5-[(benzyloxy)methyl]-3-fluorooxolan-2-one